C(C1=CC=CC=C1)N1CCC2(CCN(C2)C(=O)N2CC(C3=NC(=CC=C32)C)(C)C)CC1 (8-benzyl-2,8-diazaspiro[4.5]decan-2-yl)(3,3,5-trimethyl-2,3-dihydro-1H-pyrrolo[3,2-b]pyridin-1-yl)methanone